CC(=CCC1CC2(C3=C(CC(O3)C(C)(C)O)C(=O)C(C2=O)(C1(C)C)C(=O)C4=CC=CC=C4)CC=C(C)C)C The molecule is a beta-diketone isolated from Ochrocarpos punctatus and has been shown to exhibit antineoplastic activity. It has a role as a metabolite. It is a beta-diketone, a bridged compound, a cyclic ether, a cyclic ketone, an enone, an organic heterotricyclic compound, a tertiary alcohol, an aromatic ketone and a beta-triketone.